(S)-5,7-dihydrospiro[cyclopenta[b]pyrazin-6,4'-piperidin]-5-amine N1CCC2(CC1)[C@@H](C=1C(=NC=CN1)C2)N